tert-butyl (4S)-4-(fluoromethyl)-2-oxo-oxathiazolidine-3-carboxylate FC[C@H]1N(S(OC1)=O)C(=O)OC(C)(C)C